N1=C2C(=CC=C1)CCC2 6,7-dihydro-5H-cyclopenta[B]pyridine